[Cl-].C(CCCC)[N+]1(CCCCC1)CCCC 1-Pentyl-1-butylpiperidinium chlorid